FC=1C=C(C=CC1C)C=1C=C(N)C=CC1 3-(3-fluoro-4-methylphenyl)aniline